3-(6-Fluoro-1-(4-(trifluoromethyl)phenyl)-1H-pyrazolo[3,4-b]pyridin-3-yl)-1,2,4-oxadiazol-5(4H)-one FC1=CC=C2C(=N1)N(N=C2C2=NOC(N2)=O)C2=CC=C(C=C2)C(F)(F)F